2,2-dimethyl-5-(4-(4-methylpiperidin-1-yl)-3-nitrophenyl)-2,3,5,6-tetrahydrobenzo[a]phenanthridin-4(1H)-one CC1(CC(C=2C(NC=3C=CC4=C(C3C2C1)C=CC=C4)C4=CC(=C(C=C4)N4CCC(CC4)C)[N+](=O)[O-])=O)C